C(C=C)(=O)OCCCOP(=O)(O)O 2-propenoic acid, 3-(phosphonooxy)propyl ester